C[Si](CCOCN1N=NC=2C=NC(=CC21)C=O)(C)C 1-{[2-(trimethylsilyl)ethoxy]methyl}-1H-[1,2,3]triazolo[4,5-c]pyridine-6-carbaldehyde